COC(C(C(=O)C1=CC=C(C=C1)F)Br)=O 2-bromo-3-(4-fluorophenyl)-3-oxopropanoic acid methyl ester